FC1=C(C=C(C=C1)OC)C=1C=C2CC(C(C2=CC1)NC(O[C@@H]1CN2CCC1CC2)=O)(C)C (S)-quinuclidin-3-yl (5-(2-fluoro-5-methoxyphenyl)-2,2-dimethyl-2,3-dihydro-1H-inden-1-yl)carbamat